OCC1([C@@H](CC[C@H](C1)C)C(C)C)CO [(2S,5R)-1-(hydroxymethyl)-2-isopropyl-5-methyl-cyclohexyl]methanol